N-(cis-1-(cyclobutylcarbonyl)-2-((2-(3,5-difluorophenyl)-1,3-thiazol-4-yl)methyl)pyrrolidin-3-yl)ethanesulfonamide C1(CCC1)C(=O)N1[C@H]([C@H](CC1)NS(=O)(=O)CC)CC=1N=C(SC1)C1=CC(=CC(=C1)F)F